C(C)(C)[Si](C(C)C)(C(C)C)C#CC=1C=C(OC2=C(N=NN2)C(=O)OCC)C=CC1 ethyl 5-(3-((triisopropylsilyl) ethynyl) phenoxy)-1H-1,2,3-triazole-4-carboxylate